CCCCCCCCCCCCCCCCCCCCCCCC(=O)O[C@H](COC(=O)CCCCCCC/C=C\CCCCCCCC)COP(=O)([O-])OCC[N+](C)(C)C 1-(9Z-octadecenoyl)-2-tetracosanoyl-sn-glycero-3-phosphocholine